[(7-hydroxy-5-phenylethynyl[1,2,4]triazolo[1,5-a]pyridine-8-carbonyl)amino]acetate OC1=C(C=2N(C(=C1)C#CC1=CC=CC=C1)N=CN2)C(=O)NCC(=O)[O-]